ClC=1C=C(C=CC1Cl)COC=1C(C=C(OC1)CN1CC2=CC=CC=C2CC1)=O 5-[(3,4-dichlorophenyl)methoxy]-2-[(3,4-dihydro-2(1H)-isoquinolinyl)methyl]-4H-pyran-4-one